methyl 5,6-dichloropicolinate ClC=1C=CC(=NC1Cl)C(=O)OC